C1(CCC1)CNCC=1NC2=CC(=CC=C2C1)CN1C(C2=CN=CC=C2C=C1)=O 2-[[2-[(cyclobutylmethylamino)methyl]-1H-indol-6-yl]methyl]-2,7-naphthyridin-1-one